N-(1-(azetidin-1-ylmethyl)cyclopropyl)-2-(2-chlorophenyl)-2,2-difluoroacetamide N1(CCC1)CC1(CC1)NC(C(F)(F)C1=C(C=CC=C1)Cl)=O